N-(2-methoxy-5-(4,4,5,5-tetramethyl-1,3,2-dioxaborolan-2-yl)pyridin-3-yl)-2,4-difluorobenzenesulfonamide COC1=NC=C(C=C1NS(=O)(=O)C1=C(C=C(C=C1)F)F)B1OC(C(O1)(C)C)(C)C